COC(=O)C1=NC=CC(=C1)NC(=O)[C@@H]1O[C@](C[C@H]1C1=C(C(=C(C=C1)F)CC)OC)(C(F)(F)F)C |r| rac-(2r,3s,5r)-4-[[3-(3-ethyl-4-fluoro-2-methoxy-phenyl)-5-methyl-5-(trifluoromethyl)tetrahydrofuran-2-carbonyl]amino]pyridine-2-carboxylic acid methyl ester